3β-hydroxycholest-5-en-24-one O[C@@H]1CC2=CC[C@H]3[C@@H]4CC[C@H]([C@@H](CCC(C(C)C)=O)C)[C@]4(CC[C@@H]3[C@]2(CC1)C)C